FC(S(=O)(=O)OCC(CC1=CC=C(C=C1)Br)(F)F)(F)F [3-(4-bromophenyl)-2,2-difluoro-propyl] trifluoromethanesulfonate